O=C1CC(CN1C1=CC=CC=C1)NC(=O)NC1=NC=CC=C1 1-(5-oxo-1-phenylpyrrolidin-3-yl)-3-pyridin-2-ylurea